COC1=NC=CC(=N1)C1=CC=2C=NC(=CC2N1)NC(=O)[C@H]1[C@@H](C1)C (1r,2r)-N-(2-(2-methoxypyrimidin-4-yl)-1H-pyrrolo[3,2-c]pyridin-6-yl)-2-methylcyclopropanecarboxamide